CC(C(=O)C)C(=O)SCCNC(=O)CCNC(=O)[C@@H](C(C)(C)COP(=O)(O)OP(=O)(O)OC[C@@H]1[C@H]([C@H]([C@@H](O1)N2C=NC3=C(N=CN=C32)N)O)OP(=O)(O)O)O The molecule is a 3-oxoacyl-CoA that results from the formal condensation of the thiol group of coenzyme A with the carboxy group of 2-methylacetoacetic acid. It has a role as a mouse metabolite. It derives from a butyryl-CoA. It is a conjugate acid of a 2-methylacetoacetyl-CoA(4-).